4-(5-(2,2-diethyl-4-oxochroman-6-yl)-1,2,4-oxadiazol-3-yl)-N-methylbenzenesulfonamide C(C)C1(OC2=CC=C(C=C2C(C1)=O)C1=NC(=NO1)C1=CC=C(C=C1)S(=O)(=O)NC)CC